(3-(5-(4-((5-cyclopropyl-1H-pyrazol-3-yl)amino)quinazolin-2-yl)pyridin-2-yl)-3,6-diazabicyclo[3.1.1]heptan-6-yl)(4-(trifluoromethyl)pyridin-2-yl)methanone C1(CC1)C1=CC(=NN1)NC1=NC(=NC2=CC=CC=C12)C=1C=CC(=NC1)N1CC2N(C(C1)C2)C(=O)C2=NC=CC(=C2)C(F)(F)F